7-(6-(bis(4-methoxybenzyl)amino)-4-methyl-3-(trifluoromethyl)pyridin-2-yl)-2-chloro-6-(difluoromethyl)-8-fluoro-5-methoxyquinazolin-4(3H)-one COC1=CC=C(CN(C2=CC(=C(C(=N2)C2=C(C(=C3C(NC(=NC3=C2F)Cl)=O)OC)C(F)F)C(F)(F)F)C)CC2=CC=C(C=C2)OC)C=C1